1-((2S,5R)-2-(3-(5-aminopyrimidin-2-yl)-5-chlorophenyl)-4-(cyclopropanecarbonyl)-5-methylpiperazin-1-yl)prop-2-en-1-one NC=1C=NC(=NC1)C=1C=C(C=C(C1)Cl)[C@@H]1N(C[C@H](N(C1)C(=O)C1CC1)C)C(C=C)=O